C[C@H]1N2C=3N=C(N=C(C3OC[C@@H]2COC1)C(C)(C)O)N1C(=NC2=C1C=CC=C2)NC 2-[(5R,8aS)-5-methyl-3-(2-methylamino-benzimidazol-1-yl)-5,6,8a,9-tetrahydro-8H-7,10-Dioxa-2,4,4b-triazaphenanthrene-1-yl]-propan-2-ol